7-hydroxy-2-(pyridin-3-yl)pyrazolo[1,5-a]pyrimidine-6-carboxylic acid ethyl ester C(C)OC(=O)C=1C=NC=2N(C1O)N=C(C2)C=2C=NC=CC2